1,3,5-trivinyl-1,3,5-triazin-2,4,6-trione C(=C)N1C(N(C(N(C1=O)C=C)=O)C=C)=O